4,4'-(((5-methoxy-1,3-phenylene)bis(oxy))bis(methylene))dibenzimidamide dihydrochloride Cl.Cl.COC=1C=C(C=C(C1)OCC1=CC=C(C(N)=N)C=C1)OCC1=CC=C(C(N)=N)C=C1